NC1=C2C(=NC=N1)NN=C2C=2N(C1=CC(=CC=C1C2Cl)C(=O)OC)COCC[Si](C)(C)C Methyl 2-(4-amino-1H-pyrazolo[3,4-d]pyrimidin-3-yl)-3-chloro-1-((2-(trimethylsilyl)ethoxy)methyl)-1H-indole-6-carboxylate